(2r,5s)-5-{5-chloropyrazolo[1,5-a]pyridine-2-amido}-2-{5-[2-(trifluoromethoxy)ethoxy]-1,3,4-oxadiazol-2-yl}piperidine-1-carboxylic acid tert-butyl ester C(C)(C)(C)OC(=O)N1[C@H](CC[C@@H](C1)NC(=O)C1=NN2C(C=C(C=C2)Cl)=C1)C=1OC(=NN1)OCCOC(F)(F)F